ClC=1C=CC=C2C=CC=C(C12)OB(O)O (8-chloronaphthalene-1-yl)boric acid